2-bromo-1-fluoro-3-(methoxymethoxy)benzene BrC1=C(C=CC=C1OCOC)F